(R)-2-acetoxy-3-(3,4-bis(acetoxy)phenyl)propionic acid C(C)(=O)O[C@@H](C(=O)O)CC1=CC(=C(C=C1)OC(C)=O)OC(C)=O